C(#N)C(C)(C)C=1C=C(C(=O)NC=2C=NC(=C(C2)NC2=NC=CC=C2C2=C3N=CN(C3=NC=N2)C2OCCCC2)C)C=CC1 3-(2-cyanopropan-2-yl)-N-(6-methyl-5-(3-(9-(tetrahydro-2H-pyran-2-yl)-9H-purin-6-yl)pyridin-2-ylamino)pyridin-3-yl)benzamide